4-[2-(6,7-dimethoxy-4-methyl-3-oxo-3,4-dihydroquinoxalyl)ethyl]-1,2,4-triazoline-3,5-dione COC=1C=C2N(C(C(=NC2=CC1OC)CCN1C(N=NC1=O)=O)=O)C